C(C)(C)OC1=C(C=O)C=C(C=C1)S(F)(F)(F)(F)F 2-isopropoxy-5-(pentafluorosulfanyl)benzaldehyde